O1CCOCC1.[O].[O] dioxygen dioxane